N[C@@H](CO)CC1=CC=CC=C1 (R)-2-amino-3-phenylpropan-1-ol